6-cyano-N2-(4,4-difluoro-cyclohexyl)-7-(3-fluorophenyl)-3,4-dihydropyrrolo[1,2-a]pyrazine-2,8(1H)-dicarboxamide C(#N)C1=C(C(=C2N1CCN(C2)C(=O)NC2CCC(CC2)(F)F)C(=O)N)C2=CC(=CC=C2)F